3H-pyrrolo[2,1-c][1,2,4]triazol N1=NCN2C1=CC=C2